COC(=O)C1(CCOCC1)OC=1C=C(C=CC1C#N)C1=C(C=CC(=C1)NC(C1=CC(=NC=C1)C(F)(F)F)=O)C 4-((4-cyano-2'-methyl-5'-(2-(trifluoromethyl)isonicotinamido)-[1,1'-biphenyl]-3-yl)oxy)tetrahydro-2H-pyran-4-carboxylic acid methyl ester